2-[(2R)-3-(3,4-dihydro-1H-isoquinolin-2-yl)-2-hydroxy-propyl]-6-(4-pyridyl)-3,4-dihydroisoquinolin-1-one C1N(CCC2=CC=CC=C12)C[C@H](CN1C(C2=CC=C(C=C2CC1)C1=CC=NC=C1)=O)O